1,1'-dimethyl-3,3'-methylenediimidazole dibromide [Br-].[Br-].CN1CN(C=C1)CN1CN(C=C1)C